BrC1=C(C(=CC2=C1C[C@@](O2)(C2=CC=CC=C2)CN)F)Cl |r| racemic-(4-bromo-5-chloro-6-fluoro-2-phenyl-2,3-dihydrobenzofuran-2-yl)methylamine